CN(C)CC=1N(C(=CN1)C1=CC=C(OC2=C(C=O)C=CC=C2)C=C1)C 2-(4-(2-((dimethylamino)methyl)-1-methyl-1H-imidazol-5-yl)phenoxy)benzaldehyde